(diphenylpyrimidineyl)(triphenyleneyl)biphenyl C1(=CC=CC=C1)C1=CC(=NC(=N1)C=1C(=C(C=CC1)C1=CC=CC=C1)C1=CC=CC=2C3=CC=CC=C3C3=CC=CC=C3C12)C1=CC=CC=C1